C1(CC1)C1=NC=CC(=N1)OCC1CN(CCO1)C=1C=NC(=CC1)C(F)(F)F 2-cyclopropyl-4-((4-(6-(trifluoromethyl)pyridin-3-yl)morpholin-2-yl)methoxy)pyrimidin